tert-butyl (1R,5S)-1-(4-(6-amino-5-(methoxycarbonyl) pyridin-3-yl) phenyl)-3-azabicyclo[3.1.0]hexane-3-carboxylate NC1=C(C=C(C=N1)C1=CC=C(C=C1)[C@@]12CN(C[C@H]2C1)C(=O)OC(C)(C)C)C(=O)OC